4-(triisopropylsilyloxy)aniline C(C)(C)[Si](OC1=CC=C(N)C=C1)(C(C)C)C(C)C